ClC1=C(C=C2CCN(CC2=C1)C1CC1)NC1=NC=C(C(=N1)C1=CC2=C(CNCCS2(=O)=O)S1)C(F)(F)F 7-chloro-2-cyclopropyl-N-[4-(1,1-dioxo-2,3,4,5-tetrahydrothieno[2,3-f][1,4]thiazepin-7-yl)-5-(trifluoromethyl)pyrimidin-2-yl]-3,4-dihydro-1H-isoquinolin-6-amine